methyl (E)-4,4-diethyl-5-oxo-hept-2-enoate C(C)C(/C=C/C(=O)OC)(C(CC)=O)CC